ClC1=CC(=C2C(=NC(N(C2=C1)C1=CC=CC=C1)=O)NC)OCCOC 7-chloro-5-(2-methoxyethoxy)-4-(methylamino)-1-phenylquinazolin-2(1H)-one